(2-(2-aminophenyl)phenyl)-methylsulfonyloxy-palladium NC1=C(C=CC=C1)C1=C(C=CC=C1)[Pd]OS(=O)(=O)C